3-isopropyl-N-[(5-phenyl-1,3,4-thiadiazol-2-yl)methyl]isoxazole-5-carboxamide C(C)(C)C1=NOC(=C1)C(=O)NCC=1SC(=NN1)C1=CC=CC=C1